chloro-3'-fluoro-N-(5-((3-hydroxybicyclo(1.1.1)pentan-1-yl)methoxy)-1,3,4-thiadiazol-2-yl)-5'-methoxy-6-methyl-(4,4'-bipyridine)-3-carboxamide ClC1=NC(=CC(=C1C(=O)NC=1SC(=NN1)OCC12CC(C1)(C2)O)C2=C(C=NC=C2OC)F)C